(S)-4-ethyl-8-fluoro-4-hydroxy-9-methyl-11-(piperazin-1-yl-methyl)-1,12-dihydro-14H-pyrano[3',4':6,7]indolizino[1,2-b]quinoline-3,14(4H)-dione C(C)[C@]1(C(OCC=2C(N3CC=4C(=NC=5C=C(C(=CC5C4CN4CCNCC4)C)F)C3=CC21)=O)=O)O